C(#N)C=1C=NC(=NC1)N1CCC(=CC1)C(=O)NO[C@H](C)C1=CNC(C(=C1)C(F)(F)F)=O (R)-1-(5-cyanopyrimidin-2-yl)-N-(1-(6-oxo-5-(trifluoromethyl)-1,6-dihydropyridin-3-yl)Ethoxy)-1,2,3,6-tetrahydropyridine-4-carboxamide